2-(piperidin-4-yl)aniline phenyl-(5-tert-butyl-isoxazol-3-yl)-carbamate C1(=CC=CC=C1)N(C(O)=O)C1=NOC(=C1)C(C)(C)C.N1CCC(CC1)C1=C(N)C=CC=C1